N1=CC=C(C=C1)C=1N=C(C2=C(N1)C=NC=C2)N2CCC1(CCN(C1)C1CC(C1)O)CC2 3-(8-(2-(pyridin-4-yl)pyrido[3,4-d]pyrimidin-4-yl)-2,8-diazaspiro[4.5]decan-2-yl)cyclobutanol